FC1=C(C(=CC=C1)C)N1CCC(CC1)N1C(N(C=2C(C1)=CN(N2)CCN2CCCC2)CC2=C(C=CC=C2)C(F)(F)F)=O 5-[1-(2-Fluoro-6-methyl-phenyl)-piperidin-4-yl]-2-(2-pyrrolidin-1-yl-ethyl)-7-(2-trifluoromethyl-benzyl)-2,4,5,7-tetrahydro-pyrazolo[3,4-d]pyrimidin-6-on